N-[(E)-2-[[2-(2-amino-2-oxo-ethyl)-1-oxo-3,4-dihydroisoquinolin-6-yl]oxymethyl]-3-fluoro-allyl]carbamate NC(CN1C(C2=CC=C(C=C2CC1)OC\C(\CNC([O-])=O)=C\F)=O)=O